C1(=CCCC=CCCC=CCC1)C#N cyclododeca-1,5,9-triene-1-carbonitrile